C12(C(CCCC1)O2)CC21C(CC(CC2)C(=O)[O-])O1 4-epoxycyclohexylmethyl-3,4-epoxycyclohexylformate